3-(4-bromophenyl)-8-methyl-1,4,8-triazaspiro[4.5]dec-1,3-diene BrC1=CC=C(C=C1)C=1C=NC2(N1)CCN(CC2)C